ethyl 3-ethynylisonicotinate C(#C)C1=C(C(=O)OCC)C=CN=C1